[Si](C)(C)(C(C)(C)C)OC(C)C=1N(C(=CN1)C1=CC=C(OC2=C(C=O)C=CC(=C2)Cl)C=C1)C 2-(4-(2-(1-((tert-butyldimethylsilyl)oxy)ethyl)-1-methyl-1H-imidazol-5-yl)phenoxy)-4-chlorobenzaldehyde